BrC1=CC(=C(C(=C1)[N+](=O)[O-])O)F 4-bromo-2-fluoro-6-nitrophenol